OC1=CC=2CC[C@H]3[C@@H]4C(C(C([C@@]4(C)CC[C@@H]3C2C=C1)C(=O)[O-])C(=O)[O-])C(=O)[O-] 3-hydroxyestra-1,3,5(10)-triene-15,16,17-triyltri-carboxylate